FC(C(=O)O)(F)F.COC1=CC=C(C=CC2=NC(=NC(=C2)C=CC2=CC=C(C=C2)OC)OCCCCCNC(=N)N)C=C1 5-(4,6-bis(4-methoxystyryl)pyrimidin-2-oxy)pentylguanidine trifluoroacetate